N-cyclopropyl-2-(difluoromethoxy)-4-[7-(1-ethyl-1-hydroxy-propyl)imidazo[1,2-a]pyridin-3-yl]-6-methoxy-benzamide C1(CC1)NC(C1=C(C=C(C=C1OC)C1=CN=C2N1C=CC(=C2)C(CC)(O)CC)OC(F)F)=O